2-((1R,5S,6S)-3-(7,7-difluoro-2-((R)-2-(trifluoromethyl)azetidin-1-yl)-6,7-dihydro-5H-cyclopenta[d]pyrimidin-4-yl)-3-azabicyclo[3.1.1]heptan-6-yl)acetic acid FC1(CCC2=C1N=C(N=C2N2C[C@H]1C([C@@H](C2)C1)CC(=O)O)N1[C@H](CC1)C(F)(F)F)F